BrC1=C(N=C2N(C1=O)C=CC=C2C2=CC(=C(C(=O)N[C@@H]1COCCC1)C=C2)F)C(F)(F)F 4-(3-bromo-4-oxo-2-(trifluoromethyl)-4H-pyrido[1,2-a]pyrimidin-9-yl)-2-fluoro-N-((3S)-tetrahydro-2H-pyran-3-yl)benzamide